N[C@@H](C(=O)O)CCCCN1N=NC(=C1)COC(COC(CO)CO)COC(CO)CO (R)-2-amino-6-(4-(((1,3-bis((1,3-dihydroxypropan-2-yl)oxy)propan-2-yl)oxy)methyl)-1H-1,2,3-triazol-1-yl)hexanoic acid